CC1=CC=C(O1)C(=O)NC1=C(C=CC(=C1)C(F)(F)F)N1CCOCC1 5-methyl-N-[2-(morpholin-4-yl)-5-(trifluoromethyl)phenyl]furan-2-carboxamide